4-(((trans)-4-(3-chloro-4-(piperidin-1-yl)phenyl)cyclohexyl)thio)-1H-1,2,3-triazole-5-carboxylic acid 2,2,2-trifluoroacetate FC(C(=O)O)(F)F.ClC=1C=C(C=CC1N1CCCCC1)[C@@H]1CC[C@H](CC1)SC=1N=NNC1C(=O)O